FC1=C(CC2(N=C(C=3C(=N2)N(NC3)C3CCNCC3)NC3=NNC(=C3)C3=CC=C(C=C3)F)N)C=CC(=C1)F 6-(2,4-difluorobenzyl)-N4-[5-(4-fluorophenyl)-1H-pyrazol-3-yl]-1-(piperidin-4-yl)-1H-pyrazolo[3,4-d]pyrimidine-4,6-diamine